C1(=CC=CC=C1)N(/C(=C/C(=O)OCC)/C1=CC=CC=C1)C1=CC=CC=C1 ethyl (E)-3-(diphenylamino)-3-phenylacrylate